CC1=NC(=NC=C1)C1N=CN=CC1(C1=C(N=CS1)C)NC1=C(C=CC=C1)N1CC(N(CC1)C)OC Methyl-5-(3-methoxy-4-methylpiperazin-1-ylphenyl)amino-5-(4-methyl-1,3-thiazol-5-yl)pyrimidin-4-ylpyrimidine